(E,E)-Methyl farnesoate C(\C=C(/C)\CC\C=C(/C)\CCC=C(C)C)(=O)OC